3,5-diethylstyrene C(C)C=1C=C(C=C)C=C(C1)CC